BrC1=NC(=CC(=N1)N[C@@H]1[C@H](C2CCC1CC2)C(=O)OCC)C=2SC=CC2 (2S,3S)-ethyl 3-((2-bromo-6-(thiophen-2-yl)pyrimidin-4-yl)amino)bicyclo[2.2.2]octane-2-carboxylate